N[C@@]1([C@@H](N(CCC1)C(=O)OC(C)(C)C)CC=1C=C(C=CC1)C1=CC=CC=C1)CN tert-butyl (CIS)-3-amino-3-(aminomethyl)-2-({[1,1'-biphenyl]-3-yl}methyl)piperidine-1-carboxylate